(2R,5S)-2-(1-(4-bromophenyl)-3-(4-fluorophenyl)-1H-pyrazol-4-yl)-5-methyl-3-(2-(2-oxoindolin-5-yl)ethyl)oxazolidin-4-one BrC1=CC=C(C=C1)N1N=C(C(=C1)[C@H]1O[C@H](C(N1CCC=1C=C2CC(NC2=CC1)=O)=O)C)C1=CC=C(C=C1)F